(1S,2S)-N-(6-(5-chloro-6-fluoro-7-(1-formylaminoethyl)-1H-indazol-4-yl)imidazo[1,2-a]pyrazin-2-yl)-2-fluorocyclopropane-1-carboxamide ClC=1C(=C2C=NNC2=C(C1F)C(C)NC=O)C=1N=CC=2N(C1)C=C(N2)NC(=O)[C@H]2[C@H](C2)F